C(C1=CC=CC=C1)N(CCC(C1=CC=CC=C1)C1CC(N(C1)C(=O)OC(C)(C)C)(C)C)CC1=CC=CC=C1 tert-Butyl 4-[3-(dibenzylamino)-1-phenyl-propyl]-2,2-dimethyl-pyrrolidine-1-carboxylate